tert-butyl (6S)-3-iodo-6-methyl-6,7-dihydro-4H-pyrazolo[1,5-a]pyrazine-5-carboxylate IC=1C=NN2C1CN([C@H](C2)C)C(=O)OC(C)(C)C